5-(3-ethylpiperazin-1-yl)-6-methyl-2,3-dihydro-1,4-benzodioxine C(C)C1CN(CCN1)C1=C(C=CC=2OCCOC21)C